N-(4-bromo-1-methylindazol-7-yl)-1-[2-(trifluoromethyl)pyridin-4-yl]pyrazole-4-sulfonamide BrC1=C2C=NN(C2=C(C=C1)NS(=O)(=O)C=1C=NN(C1)C1=CC(=NC=C1)C(F)(F)F)C